COC(=O)C1=NN(C(=C1NC(CC)=O)Cl)C1OCCCC1 chloro-4-(N-methylacetylamino)-1-(tetrahydro-2H-pyran-2-yl)-1H-pyrazole-3-carboxylic acid methyl ester